1-N'-[4-[(6,7-dimethoxy-1,5-naphthyridin-4-yl)oxy]-2,5-difluorophenyl]-1-N-(4-fluorophenyl)cyclopropane-1,1-dicarboxamide COC=1N=C2C(=CC=NC2=CC1OC)OC1=CC(=C(C=C1F)NC(=O)C1(CC1)C(=O)NC1=CC=C(C=C1)F)F